(2S)-2-(chloromethyl)oxirane ClC[C@H]1OC1